CC(CCCC)C=1C(=C(C=2C=3C=CC=C4C=CC=C(C5=C(C=CC1C52)C#N)C43)C#N)C(CCCC)C bis[1-methylpentyl]-1,6-dicyanoperylene